(R)-2-((1-(3-Cyano-2-(1,4-dimethyl-1H-pyrazol-3-yl)-6-methyl-4-oxo-4H-chromen-8-yl)ethyl)amino)benzoic acid C(#N)C1=C(OC2=C(C=C(C=C2C1=O)C)[C@@H](C)NC1=C(C(=O)O)C=CC=C1)C1=NN(C=C1C)C